Cl.CC(CNS(N)(=O)=O)(C)C1CCNCC1 4-(2-methyl-1-(sulfamoylamino)propan-2-yl)piperidine hydrochloride